1-(Furan-2-ylmethyl)-1,3-diazinane-2,4,6-trione O1C(=CC=C1)CN1C(NC(CC1=O)=O)=O